BrC1=CC(=CC(=C1)C(=C)C)C(C)(C)C 1-bromo-3-(1,1-dimethylethyl)-5-(1-methylvinyl)benzene